N-[2-[(2R)-1-methylpyrrolidin-2-yl]-1H-1,3-benzodiazol-5-yl]-1-(pyridin-4-yl)indazole-5-carboxamide CN1[C@H](CCC1)C1=NC2=C(N1)C=CC(=C2)NC(=O)C=2C=C1C=NN(C1=CC2)C2=CC=NC=C2